N(=C=O)CCCC1=C(C(=C(C=C1)C)CCCN=C=O)CCCN=C=O tris(isocyanatopropan-yl)-methylbenzene